C1(CC1)C=1N=CN(C1)C=1C=C(C=CC1)C1=NNC2=CC=C(C=C12)C=1C=NNC1 3-(3-(4-cyclopropyl-1H-imidazol-1-yl)phenyl)-5-(1H-pyrazol-4-yl)-1H-indazole